C1N(CCC12CNCC2)C2CCC(CC2)C=2SC1=C(N2)C(=C(N1)C=1C=C(C=2N(C1)N=CN2)OC)C(C)C 2-(4-(2,7-diazaspiro[4.4]nonan-2-yl)cyclohexyl)-6-isopropyl-5-(8-methoxy-[1,2,4]triazolo[1,5-a]pyridin-6-yl)-4H-pyrrolo[3,2-d]thiazole